FC1=C(C=CC(=C1)F)NC(=O)C=1C(=NC=CC1)OC1=CC(=CC=C1)C(F)(F)F N-(2,4-difluorophenyl)-2-(3-(trifluoromethyl)phenoxy)-3-pyridinecarboxamide